ClC1=CN=C(C(=N1)C(=O)NCC(NCC(F)(F)F)=O)C 6-chloro-3-methyl-N-[2-oxo-2-(2,2,2-trifluoroethylamino)ethyl]pyrazine-2-carboxamide